C(N)(=O)C(CN1C(C2=CC(=CC(=C2C1)C=1C=C2C(=NN(C2=CC1)C(=O)OC(C)(C)C)C)NCC(F)(F)F)=O)=C tert-butyl 5-[2-(2-carbamoylallyl)-1-oxo-6-(2,2,2-trifluoroethylamino)isoindolin-4-yl]-3-methyl-indazole-1-carboxylate